5-[2-bromo-5-(1H-tetrazol-5-yl)phenyl]-1H-naphtho[1,2-b][1,4]diazepine-2,4(3H,5H)-Dione BrC1=C(C=C(C=C1)C1=NN=NN1)N1C2=C(NC(CC1=O)=O)C1=CC=CC=C1C=C2